(9-carboxymethylsulfanyl-5-oxo-nonylsulfanyl)-acetic acid C(=O)(O)CSCCCCC(CCCCSCC(=O)O)=O